C(/C)=C\1/[C@H](N(CC1=O)C(=O)OC(C)(C)C)C(=O)OC(C)(C)C ditert-butyl (2S,3E)-3-ethylidene-4-oxo-pyrrolidine-1,2-dicarboxylate